O=C1C2(CCN(C2)C2=CC=C(C(=O)OC(C)(C)C)C=C2)CCCC(N1)=O tert-Butyl 4-(6,8-dioxo-2,7-diazaspiro[4.6]undecan-2-yl)benzoate